BrC1=NC=CC=C1 Bromopyridin